N(CC(=O)OCCCCCC)CC(=O)OCCCCCC dihexyl iminodiacetate